6-tert-butyl-2-[4-(2-hydroxypropan-2-yl)phenyl]-4-[2-(2,2,2-trifluoroethoxy)phenyl]-2,3-dihydro-1H-pyrrolo[3,4-c]pyridin-1-one C(C)(C)(C)C1=CC2=C(C(=N1)C1=C(C=CC=C1)OCC(F)(F)F)CN(C2=O)C2=CC=C(C=C2)C(C)(C)O